3-(5-(1H-tetrazol-5-yl)pyridin-3-yl)phenyl cyclohexylcarbamate C1(CCCCC1)NC(OC1=CC(=CC=C1)C=1C=NC=C(C1)C1=NN=NN1)=O